FC=1C=NC=CC1[C@@H](C1=CC=C(C(=O)N)C=C1)OC1=CC=C2C(CCOC2=C1)=O (R)-4-((3-fluoropyridin-4-yl)((4-oxochroman-7-yl)oxy)methyl)benzamide